3,5-dimethylphenyl-lithium CC=1C=C(C=C(C1)C)[Li]